C(CCC)N1N=C(C(=C1Cl)C=O)C(C)(C)C 1-BUTYL-3-TERT-BUTYL-5-CHLORO-1H-PYRAZOLE-4-CARBALDEHYDE